ethyl-(benzyl)diethoxysilane C(C)[Si](OCC)(OCC)CC1=CC=CC=C1